NCC(COC=1C=C2CC(N=CC2=CC1)(C)C)=CF 6-((2-aminomethyl-3-fluoroallyl)oxy)-3,3-dimethyl-3,4-dihydroisoquinoline